FC1=NC(=CC(=C1)C1=CC=2C(=NC=CC2C=2C=C3C=NNC3=CC2)N1)C 5-(2-(2-fluoro-6-methylpyridin-4-yl)-1H-pyrrolo[2,3-b]pyridin-4-yl)-1H-indazol